N-isobutylvinylamine C(C(C)C)NC=C